N-[(1-methyl-3-piperidinyl)-(1-methylpyrazol-4-yl)sulfamoyl]acetamide sodium salt [Na].CN1CC(CCC1)N(S(=O)(=O)NC(C)=O)C=1C=NN(C1)C